C(C1=CC=CC=C1)OC=1C(=NC(=CC1F)C)Br (benzyloxy)-2-bromo-4-fluoro-6-methylpyridine